Cl.CN(CCCN=C=NCC)C 1-(3-dimethylaminopropyl)-3-ethyl-carbodiimide hydrochloric acid salt